C(C)[C@@H]1[C@H](C1)C=1C=2N(N=C(C1)N1C(NC(C=C1)=O)=O)C=CN2 (8-((1s,2s)-2-ethylcyclopropyl)imidazo[1,2-b]pyridazin-6-yl)pyrimidine-2,4(1h,3h)-dione